3-[2-[cyclopropyl-[(2-methylpropan-2-yl)oxycarbonyl]amino]ethoxy]-1,4-dimethyl-5,7-dihydrocyclopenta[c]pyridine-6,6-dicarboxylic acid dimethyl ester COC(=O)C1(CC2=C(C(=NC(=C2C)OCCN(C(=O)OC(C)(C)C)C2CC2)C)C1)C(=O)OC